(S)-1-(2-((S)-3-((2-Oxo-1,2,3,4-tetrahydrochinolin-5-yl)oxy)pyrrolidin-1-yl)acetyl)pyrrolidin-2-carbonitril O=C1NC2=CC=CC(=C2CC1)O[C@@H]1CN(CC1)CC(=O)N1[C@@H](CCC1)C#N